NC1CN(C1)C=1C=CC=2N(C1)C(=C(N2)CC)N(C=2SC=C(N2)C2=CC=C(C=C2)F)C N-(6-(3-aminoazetidin-1-yl)-2-ethylimidazo[1,2-a]pyridin-3-yl)-4-(4-fluorophenyl)-N-methylthiazol-2-amine